(S)-N-ethyl-1-(4-(4-isopropyl-5-(8-methoxy-[1,2,4]triazolo[1,5-a]pyridin-6-yl)-1H-pyrazol-3-yl)phenyl)-N-methylethan-1-amine C(C)N([C@@H](C)C1=CC=C(C=C1)C1=NNC(=C1C(C)C)C=1C=C(C=2N(C1)N=CN2)OC)C